(4,4-dimethylcyclohexyl)-5-fluoro-6-(2-((tetrahydro-2H-pyran-2-yl)oxy)ethyl)nicotinonitrile CC1(CCC(CC1)C1=C(C#N)C=C(C(=N1)CCOC1OCCCC1)F)C